ClC1=NC(=NN2C1=C(C(=C2)I)C)C=2N(C=CN2)C chloro-6-iodo-5-methyl-2-(1-methyl-1H-imidazol-2-yl)pyrrolo[2,1-F][1,2,4]triazine